5-bromo-1,2-difluoro-3-nitro-benzene BrC=1C=C(C(=C(C1)F)F)[N+](=O)[O-]